N-(3-benzoylamino-2,4-difluorophenyl)-2-chloro-5-((1R,3R)-2,2-dichloro-3-(3,4-dichlorophenyl)cyclopropane-1-carboxamido)benzamide C(C1=CC=CC=C1)(=O)NC=1C(=C(C=CC1F)NC(C1=C(C=CC(=C1)NC(=O)[C@@H]1C([C@H]1C1=CC(=C(C=C1)Cl)Cl)(Cl)Cl)Cl)=O)F